(R)-2,4-dibromo-N-(1-(tert-butylamino)-3-methylbutan-2-yl)-5-methoxybenzenesulfonamide BrC1=C(C=C(C(=C1)Br)OC)S(=O)(=O)N[C@@H](CNC(C)(C)C)C(C)C